COC=1C=C(C=CC1OC)C1=C(N=C2N1N=C(C=C2I)C)C 3-(3,4-dimethoxyphenyl)-8-iodo-2,6-dimethylimidazo[1,2-b]pyridazine